N-[4-[2-chloro-5-(piperazine-1-carbonyl)phenoxy]-6-(2,6-dimethylphenyl)pyrimidin-2-yl]benzenesulfonamide ClC1=C(OC2=NC(=NC(=C2)C2=C(C=CC=C2C)C)NS(=O)(=O)C2=CC=CC=C2)C=C(C=C1)C(=O)N1CCNCC1